3-(4-Bromophenyl)bicyclo[1.1.1]pentane-1-carbaldehyde BrC1=CC=C(C=C1)C12CC(C1)(C2)C=O